N-(2-Cyclopropyl-3-hydroxypropyl)-5-(1-methyl-1H-pyrazol-3-yl)-6-[4-(trifluoromethyl)phenoxy]pyridine-3-carboxamide C1(CC1)C(CNC(=O)C=1C=NC(=C(C1)C1=NN(C=C1)C)OC1=CC=C(C=C1)C(F)(F)F)CO